N-(1-{[4-(aminomethyl)-1-fluorocyclohexyl]methyl}-1H-pyrazol-4-yl)-2-(1H-pyrazol-4-yl)-1,3-thiazole-4-carboxamide NCC1CCC(CC1)(F)CN1N=CC(=C1)NC(=O)C=1N=C(SC1)C=1C=NNC1